4-(5-(7-(1-Methyl-1H-pyrazol-4-yl)quinolin-5-yl)pyridin-2-yl)piperazine-1-carboxylic acid tert-butyl ester C(C)(C)(C)OC(=O)N1CCN(CC1)C1=NC=C(C=C1)C1=C2C=CC=NC2=CC(=C1)C=1C=NN(C1)C